(1S,3S,5S)-2-(2-(4-(quinolin-4-ylamino)piperidin-1-yl)acetyl)-2-azabicyclo[3.1.0]hexane-3-carbonitrile N1=CC=C(C2=CC=CC=C12)NC1CCN(CC1)CC(=O)N1[C@H]2C[C@H]2C[C@H]1C#N